4-[4-(4-cyano-phenyl)-5-methoxy-pyrimidin-2-ylamino]-N-(5-diethylaminomethyl-2-methyl-phenyl)-benzamide C(#N)C1=CC=C(C=C1)C1=NC(=NC=C1OC)NC1=CC=C(C(=O)NC2=C(C=CC(=C2)CN(CC)CC)C)C=C1